ethyl 2-azido-3-(1,3-thiazol-5-yl)prop-2-enoate N(=[N+]=[N-])C(C(=O)OCC)=CC1=CN=CS1